iron silicon niobium [Nb].[Si].[Fe]